1-[[2-(difluoromethoxy)pyridin-4-yl]methyl]-3-(2-fluoro-2-methylpropyl)urea FC(OC1=NC=CC(=C1)CNC(=O)NCC(C)(C)F)F